ClC=1C=CC=2C(C3=CC=C(C=C3OC2C1)Cl)NC(CC(=O)OCC)=O ethyl 3-((3,6-dichloro-9H-xanthen-9-yl)amino)-3-oxopropanoate